C(#N)C1=C(C=CC=C1)CP(O)(=O)CC[C@H]1OC([C@H]([C@H]([C@@H]1O)O)O)OC1=CC=C(C=C1)OC (2-cyanophenyl)methyl-[2-[(2R,3S,4S,5S)-3,4,5-trihydroxy-6-(4-methoxyphenoxy)tetrahydropyran-2-yl]ethyl]phosphinic acid